2-cyanobut-2-yl-imidazole dithioformate C(=S)S.C(#N)C(C)(CC)C=1NC=CN1